C(C)(CC)O Sec-butyl alcohol